C(CCCC)C1=NC2=CC=CC=C2C(N1)=O 2-n-pentyl-quinazolin-4(3H)-one